ClC=1C=NC(=C(C(=O)NC2CCC(CC2)CN2C(N(C3=NC=CC=C32)C3=C(C=C(C=C3)C)Cl)=O)C1)C(F)F 5-chloro-N-((1r,4r)-4-((3-(2-chloro-4-methylphenyl)-2-oxo-2,3-dihydro-1H-imidazo[4,5-b]pyridin-1-yl)methyl)cyclohexyl)-2-(difluoromethyl)nicotinamide